(4-(3-methoxyoxetan-3-yl)phenyl)(4-(4-((trifluoromethyl)thio)phenyl)piperidin-1-yl)methanone COC1(COC1)C1=CC=C(C=C1)C(=O)N1CCC(CC1)C1=CC=C(C=C1)SC(F)(F)F